NCC1=CC=2N(C(=C1)C1=CC=C(C#N)C=C1)N=CN2 4-(7-(aminomethyl)-[1,2,4]triazolo[1,5-a]pyridin-5-yl)benzonitrile